tert-butyl 2-((2-methoxy-2-oxoethyl) thio)-2-methylpropionate COC(CSC(C(=O)OC(C)(C)C)(C)C)=O